1-{3-bromo-2-[bromo(2H2)methyl]phenyl}-4-[(2H3)methyl]-1,4-dihydro-5-tetraazolone BrC=1C(=C(C=CC1)N1N=NN(C1=O)C([2H])([2H])[2H])C([2H])([2H])Br